FCC(=O)CF Z-fluoromethyl ketone